N-(4-((4-hydroxybenzyl)amino)phenyl)octanamide OC1=CC=C(CNC2=CC=C(C=C2)NC(CCCCCCC)=O)C=C1